B([O-])([O-])[O-].C(CC)C1=C(C(=C(C(=C1[N+](C1=C(C(=CC=C1)C)C)(C1=C(C(=CC=C1)C)C)C1=C(C(=CC=C1)C)C)C)C)CCC)CCC.C(CC)C1=C(C(=C(C(=C1[N+](C1=C(C(=CC=C1)C)C)(C1=C(C(=CC=C1)C)C)C1=C(C(=CC=C1)C)C)C)C)CCC)CCC.C(CC)C1=C(C(=C(C(=C1[N+](C1=C(C(=CC=C1)C)C)(C1=C(C(=CC=C1)C)C)C1=C(C(=CC=C1)C)C)C)C)CCC)CCC tripropyltetra(dimethylphenyl)ammonium borate